(3S)-1-[6-(2,4-dioxo-1H-pyrimidin-5-yl)-3-methyl-pyridazin-4-yl]pyrrolidine-3-carbonitrile O=C1NC=C(C(N1)=O)C1=CC(=C(N=N1)C)N1C[C@H](CC1)C#N